ClC=1C=CC=2N(C1)C(=CN2)C2=NC=CC(=N2)N2C(C(CC(C2)C)CS(=O)(C)=N)C ((1-(2-(6-Chloroimidazo[1,2-a]pyridin-3-yl)pyrimidin-4-yl)-2,5-dimethylpiperidin-3-yl)methyl)(imino)(methyl)-λ6-sulfanone